2-{[8-(1H-indazol-7-yl)-3-oxo-1H,2H,3H-benzo[e]isoindol-2-yl]methyl}prop-2-enamide N1N=CC2=CC=CC(=C12)C=1C=CC2=C(C=3CN(C(C3C=C2)=O)CC(C(=O)N)=C)C1